CC(CN1N=CC2=CC=C(C=C12)C#CC1=NC=CC2=CN=C(C=C12)NC1=CC=C(C=C1)S(=O)(=O)C)(C)O 2-methyl-1-(6-((7-((4-(methylsulfonyl)phenyl)amino)-2,6-naphthyridin-1-yl)ethynyl)-1H-indazol-1-yl)propan-2-ol